O(S(=O)(=O)C(F)(F)F)C1(CC(=CC=C1)C1=CC=CC=C1)C1=CC=CC=C1 1,3-Diphenylphenyl Triflat